4-(4-bromophenyl)-1-isopropyl-2-methylpiperazine BrC1=CC=C(C=C1)N1CC(N(CC1)C(C)C)C